(3S)-1-(3-chloropyridin-2-yl)-3-methoxycyclopentane-1-carbonitrile ClC=1C(=NC=CC1)C1(C[C@H](CC1)OC)C#N